6-{3-chloro-5-fluoro-4-[(Z)-4-hydroxy-2-butenyloxy]Phenyl}-5-methyl-4,5-dihydro-2H-pyridazine ClC=1C=C(C=C(C1OC\C=C/CO)F)C=1C(CCNN1)C